N-(6-(5-chloro-6-fluoro-7-(1-(methylsulfonamido)ethyl)-1H-indazol-4-yl)imidazo[1,2-a]pyrazin-2-yl)-2-fluorocyclopropane-1-carboxamide ClC=1C(=C2C=NNC2=C(C1F)C(C)NS(=O)(=O)C)C=1N=CC=2N(C1)C=C(N2)NC(=O)C2C(C2)F